NC1=NC=CC=C1C1=NC=2C(=NC(=CC2)C2=CC=CC=C2)N1C1=CC=C(CN2CCN(CC2)C(=O)C2=NC=C(C#N)C=C2)C=C1 6-(4-(4-(2-(2-Aminopyridin-3-yl)-5-phenyl-3H-imidazo[4,5-b]pyridin-3-yl)benzyl)piperazine-1-carbonyl)nicotinonitrile